6,7-difluoro-2,3,4,9-tetrahydro-1H-carbazole-1-imine FC=1C=C2C=3CCCC(C3NC2=CC1F)=N